3-(5-(4-benzhydryl-piperazine-1-carbonyl)-4-fluoro-1-oxoisoindolin-2-yl)piperidine-2,6-dione C(C1=CC=CC=C1)(C1=CC=CC=C1)N1CCN(CC1)C(=O)C=1C(=C2CN(C(C2=CC1)=O)C1C(NC(CC1)=O)=O)F